[Pb].[Cr].[Ni] nickel-chromium-lead